CC1=NC(=C2N=CN(C2=N1)C1OCCCC1)C=1C=NC=CC1 3-(2-methyl-9-(tetrahydro-2H-pyran-2-yl)-9H-purin-6-yl)pyridin